BrC1=CC(=C(C=C1)NC1=C(C2=C(N(C=N2)C)C=C1C(=O)NOCCO)F)F 5-((4-bromo-2-fluorophenyl)amino)-4-fluoro-N-(2-hydroxyethoxy)-1-methyl-1H-benzimidazole-6-carboxamide